OC[C@H]1N(CC(C1)C1=CC=C(C=C1)C(F)(F)F)C1=NC=C(C=N1)C(=O)O 2-((2S)-2-(hydroxymethyl)-4-(4-(trifluoromethyl)phenyl)pyrrolidin-1-yl)pyrimidine-5-carboxylic acid